C1(=CC=CC=C1)P(C1=CC=CC=C1)C1=C(C2=CC=CC=C2C=C1)C1=CC=CC2=CC=CC=C12 diphenylphosphino-1,1'-binaphthyl